2-(4-dimethylamino-phenyl)-3H-benzimidazole-5-carboxylic acid amide CN(C1=CC=C(C=C1)C=1NC2=C(N1)C=CC(=C2)C(=O)N)C